tert-Butyl (2-(2-(3-oxo-3-((2-(3-((1-((4aR-8aS)-3-oxooctahydro-2H-pyrido[4,3-b][1,4]oxazine-6-carbonyl)piperidin-4-yl)(phenyl)methyl)phenoxy)ethyl)amino)propoxy)ethoxy)ethyl)carbamate O=C(CCOCCOCCNC(OC(C)(C)C)=O)NCCOC1=CC(=CC=C1)C(C1=CC=CC=C1)C1CCN(CC1)C(=O)N1C[C@@H]2[C@@H](OCC(N2)=O)CC1